(S)-(3-(1-ethyl-1H-pyrazol-3-yl)-2,7-dimethyl-2,4,5,7-tetrahydro-6H-pyrazolo[3,4-c]pyridin-6-yl)(quinolin-6-yl)methanone C(C)N1N=C(C=C1)C=1N(N=C2[C@@H](N(CCC21)C(=O)C=2C=C1C=CC=NC1=CC2)C)C